tert-Butyl 4-((6-chloro-7-(2,3-dihydrobenzofuran-6-yl)-4-oxo-4,7-dihydro-3H-pyrrolo[2,3-d]pyrimidin-3-yl)methyl)-4-hydroxypiperidine-1-carboxylate ClC1=CC2=C(N=CN(C2=O)CC2(CCN(CC2)C(=O)OC(C)(C)C)O)N1C1=CC2=C(CCO2)C=C1